(S)-2-((2-(4-cyanophenyl)propyl)amino)-N-(5-(1-(1-hydroxy-2-methylpropan-2-yl)-1H-pyrazol-4-yl)pyridin-2-yl)-2-phenylacetamide C(#N)C1=CC=C(C=C1)C(CN[C@H](C(=O)NC1=NC=C(C=C1)C=1C=NN(C1)C(CO)(C)C)C1=CC=CC=C1)C